2-(2-chloro-6-methylphenyl)-5-fluorobenzo[d]isothiazol-3(2H)-one ClC1=C(C(=CC=C1)C)N1SC2=C(C1=O)C=C(C=C2)F